C1(CC1)NC(=O)C1=CC=C(CC=2C=C3C(N(C=NC3=C(C2C)C)[C@H]2CCOC[C@@H]2O)=O)C=C1 1,5-anhydro-3-(6-(4-(cyclopropylcarbamoyl)benzyl)-7,8-dimethyl-4-oxoquinazolin-3(4H)-yl)-2,3-dideoxy-L-threo-pentitol